5-isopropyl-5-{2-methyl-4-[4-(3,5,6-trimethylpyridin-2-yl)piperazine-1-carbonyl]phenyl}imidazolidine-2,4-dione C(C)(C)C1(C(NC(N1)=O)=O)C1=C(C=C(C=C1)C(=O)N1CCN(CC1)C1=NC(=C(C=C1C)C)C)C